FC=1C=CC(=NC1)NC(CN1C=2N(C(C3=C1C(N(C3)[C@H](COC)C)=O)=O)N=C(C2)C2=CC(=NC=C2)C)=O N-(5-Fluoropyridin-2-yl)-2-{6-[(2S)-1-methoxyprop-2-yl]-2-(2-methylpyridin-4-yl)-5,8-dioxo-5,6,7,8-tetrahydro-4H-pyrazolo[1,5-a]pyrrolo[3,4-d]pyrimidin-4-yl}acetamide